methyl 2-[2-chloro-3-(trifluoromethyl)pyridin-4-yl]acetate ClC1=NC=CC(=C1C(F)(F)F)CC(=O)OC